C1(CC1)CN1C(=CC2=CC=CC=C12)C1=NC2=C(N1CC1CN(C1)C(C1=CC=C(C=C1)OC)=O)C(=CC(=C2)C(=O)N2[C@@H]1CC[C@H](C2)[C@H]1N)OC (1R,4R,7R)-2-{2-[1-(cyclopropylmethyl)-1H-indol-2-yl]-7-methoxy-1-{[1-(4-methoxybenzoyl)azetidin-3-yl]methyl}-1H-1,3-benzodiazole-5-carbonyl}-2-azabicyclo[2.2.1]heptan-7-amine